N1(C=CC2=CC=CC=C12)C(=O)[C@@H]1C(C[C@@H]2SCC[C@@H](C(N21)=O)NC([C@H](C)N(C(OCCCC)=O)C)=S)(C)C butyl ((S)-1-(((4S,7S,9aS)-7-(1H-indole-1-carbonyl)-8,8-dimethyl-5-oxooctahydropyrrolo[2,1-b][1,3]thiazepin-4-yl)amino)-1-thioxopropan-2-yl)(methyl)carbamate